FC=1C=C(C(NC1)=O)[C@@H]1N(CCC1)C=1C=CC=2N(N1)C(=CN2)C2=NC=NC(=C2)CCO (R)-5-fluoro-3-(1-(3-(6-(2-hydroxyethyl)pyrimidin-4-yl)imidazo[1,2-b]pyridazin-6-yl)pyrrolidin-2-yl)pyridin-2(1H)-one